FC1=C(C2=C(CCO2)C=C1NC1=NC(=CC(=N1)NC)C)C=1CC[C@@H](NCC1)C(F)F |o1:23| N2-[6-fluoro-7-[rel-(2R)-2-(difluoromethyl)-2,3,4,7-tetrahydro-1H-azepin-5-yl]-2,3-dihydrobenzofuran-5-yl]-N4,6-dimethyl-pyrimidine-2,4-diamine